ClC=1C(=C2C=C(N=C(C2=CN1)N1CC2CCC(C1)N2C(=O)OC(C)(C)C)C2COC2)F tert-butyl 3-[6-chloro-5-fluoro-3-(oxetan-3-yl)-2,7-naphthyridin-1-yl]-3,8-diazabicyclo[3.2.1]octane-8-carboxylate